N6-hydroxy-4-(4-methoxybenzyl)-N2-(tetrahydro-2H-pyran-4-yl)-3,4-dihydro-2H-benzo[b][1,4]oxazine-2,6-dicarboxamide ONC(=O)C1=CC2=C(OC(CN2CC2=CC=C(C=C2)OC)C(=O)NC2CCOCC2)C=C1